1-(4-(2-(2-methoxyphenyl)quinazolin-4-yl)piperazin-1-yl)prop-2-en-1-one COC1=C(C=CC=C1)C1=NC2=CC=CC=C2C(=N1)N1CCN(CC1)C(C=C)=O